[Al].[W].[Ta] tantalum tungsten aluminum